2-(4-chloro-1-isopropyl-1H-pyrazol-5-yl)-4-(3-fluoro-4-(1-isopropyl-4-(trifluoromethyl)-1H-imidazol-2-yl)benzyl)-6,7-dihydropyrazolo[1,5-a]pyrimidin-5(4H)-one ClC=1C=NN(C1C1=NN2C(N(C(CC2)=O)CC2=CC(=C(C=C2)C=2N(C=C(N2)C(F)(F)F)C(C)C)F)=C1)C(C)C